3-chloro-2-[2-[2-(2,6-dioxo-3-piperidyl)-1,3-dioxo-isoindolin-5-yl]oxyethoxy]-5-[1-methyl-1-[4-[(2-methylsulfanylpyrimidin-4-yl)methoxy]phenyl]ethyl]benzonitrile ClC=1C(=C(C#N)C=C(C1)C(C)(C1=CC=C(C=C1)OCC1=NC(=NC=C1)SC)C)OCCOC=1C=C2C(N(C(C2=CC1)=O)C1C(NC(CC1)=O)=O)=O